CC1=C(C=NC=2OCCNC21)C=2C1=C(N=C(N2)NC2=CC(=CC=C2)CS(=O)(=O)C)CNCC1 (8-methyl-2,3-dihydro-1H-pyrido[2,3-b][1,4]oxazin-7-yl)-N-(3-((methylsulfonyl)methyl)phenyl)-5,6,7,8-tetrahydropyrido[3,4-d]pyrimidin-2-amine